(2S,4R)-1-[(2S)-2-(4-cyclopropyltriazol-1-yl)-3,3-dimethyl-butanoyl]-N-[(1,1-dioxo-3,4-dihydro-2H-thiochromen-4-yl)methyl]-4-hydroxy-pyrrolidine-2-carboxamide C1(CC1)C=1N=NN(C1)[C@H](C(=O)N1[C@@H](C[C@H](C1)O)C(=O)NCC1CCS(C2=CC=CC=C12)(=O)=O)C(C)(C)C